(2Z)-2-{[7-amino-4-(1-methyl-1H-indazol-6-yl)-1-oxo-2,3-dihydro-1H-isoindol-2-yl]methyl}-3-phenylprop-2-enenitrile NC=1C=CC(=C2CN(C(C12)=O)C/C(/C#N)=C/C1=CC=CC=C1)C1=CC=C2C=NN(C2=C1)C